N1C(=NC2=C1C=CC=C2)C2=CC(=NN2CC2=CC=C(C=C2)OC)C2=NC(=CC=C2C(=O)N)Cl [5-(1H-benzimidazol-2-yl)-1-[(4-methoxyphenyl)methyl]pyrazol-3-yl]-6-chloro-pyridine-3-carboxamide